6-((1R,3r,5S,6r)-6-(1-isopropyl-3-(5-(trifluoromethyl)pyridin-3-yl)-1H-pyrazol-5-yl)bicyclo[3.1.0]hexan-3-yl)-2-thia-6-azaspiro[3.3]heptane 2,2-dioxide C(C)(C)N1N=C(C=C1C1[C@H]2CC(C[C@@H]12)N1CC2(CS(C2)(=O)=O)C1)C=1C=NC=C(C1)C(F)(F)F